FCCOC1=CC=C(C=C1)S(=O)(=O)C=C 1-(2-fluoroethoxy)-4-(vinylsulfonyl)benzene